C(C)(C)(C)OC(=O)N1C=CC=2C1=NC=CC2C2=C(N=C(S2)N)C2=CC(=CC=C2)C#N 4-[2-amino-4-(3-cyanophenyl)thiazol-5-yl]pyrrolo[2,3-b]pyridine-1-carboxylic acid tert-butyl ester